tert-butyl 3-(aminomethyl)-4-hydroxy-pyrrolidine-1-carboxylate NCC1CN(CC1O)C(=O)OC(C)(C)C